11-ethyl-N~8~-(3-methoxypropyl)dibenzo[b,f][1,4]thiazepine-8-carboxamide C(C)C1=NC2=C(SC3=C1C=CC=C3)C=CC(=C2)C(=O)NCCCOC